2-(2,4-difluorophenyl)-2H-pyrrole FC1=C(C=CC(=C1)F)C1N=CC=C1